N-{3-[8-(methylamino)naphthalen-2-yl]phenyl}prop-2-enamide CNC=1C=CC=C2C=CC(=CC12)C=1C=C(C=CC1)NC(C=C)=O